2-(4-chloropyrimidin-2-yl)-4-(1H-1,2,3-triazol-1-yl)-1,2-dihydro-3H-pyrazol-3-one ClC1=NC(=NC=C1)N1NC=C(C1=O)N1N=NC=C1